3-(mercapto)propyl-trimethoxysilane SCCC[Si](OC)(OC)OC